N-[1-(6-bromo-2-pyridyl)ethyl]-N-[(2,4-dimethoxyphenyl)methyl]-5-[4-(trifluoromethyl)phenoxy]naphthalene-2-carboxamide BrC1=CC=CC(=N1)C(C)N(C(=O)C1=CC2=CC=CC(=C2C=C1)OC1=CC=C(C=C1)C(F)(F)F)CC1=C(C=C(C=C1)OC)OC